NCC(C1=CC=C(C=C1)F)C1CN(CC1)C(=O)OC(C)(C)C tert-Butyl 3-(2-amino-1-(4-fluorophenyl)ethyl)pyrrolidine-1-carboxylate